5,6,7,8-tetrahydroquinoline N1=CC=CC=2CCCCC12